The molecule is a pseudoguaianolide with anti-inflammatory activity isolated from the aerial parts of Inula hupehensis. It has a role as an anti-inflammatory agent and a plant metabolite. It is a gamma-lactone, an acetate ester, a cyclic ketone, an ether, an organic heterotricyclic compound and a pseudoguaianolide. C[C@@H]1C[C@H]2[C@H]([C@@H]([C@]3([C@H]1[C@@H](CC3=O)OC)C)OC(=O)C)C(=C)C(=O)O2